(Z)-Beta-caryophyllene C/C/1=C/CCC(=C)[C@H]2CC([C@@H]2CC1)(C)C